FS(=O)(=O)C1=CC=C(C(=O)NCCCCCCCC(=O)ON2C(C(CC2=O)S(=O)(=O)[O-])=O)C=C1.[Na+] sodium 1-((8-(4-(fluorosulfonyl)benzamido)octanoyl)oxy)-2,5-dioxopyrrolidine-3-sulfonate